benzyl (4-(4'-(3-aminopropyl)-[1,1'-biphenyl]-4-yl)butyl)carbamate NCCCC1=CC=C(C=C1)C1=CC=C(C=C1)CCCCNC(OCC1=CC=CC=C1)=O